C(=O)(O)C=1C=C(C=CC2=NC3=C(C(=CC=C3C=C2)C(=O)O)O)C=CC1O 2-(3-carboxy-4-hydroxystyryl)-8-hydroxyquinoline-7-carboxylic acid